C(C)(=O)N1CCN(CC1)C1=CC=C(C=C1)C=1OC2=C(C=C(C=C2C(C1)=O)Cl)[C@@H](C)NC1=C(C(=O)O)C=CC=C1 (R)-2-((1-(2-(4-(4-acetylpiperazin-1-yl)phenyl)-6-chloro-4-oxo-4H-chromen-8-yl)ethyl)amino)benzoic acid